2,3,4-tris(3,6-diphenyl-9H-carbazol-9-yl)-5-(2,6-diphenylpyrimidin-4-yl)benzonitrile C1(=CC=CC=C1)C=1C=CC=2N(C3=CC=C(C=C3C2C1)C1=CC=CC=C1)C1=C(C#N)C=C(C(=C1N1C2=CC=C(C=C2C=2C=C(C=CC12)C1=CC=CC=C1)C1=CC=CC=C1)N1C2=CC=C(C=C2C=2C=C(C=CC12)C1=CC=CC=C1)C1=CC=CC=C1)C1=NC(=NC(=C1)C1=CC=CC=C1)C1=CC=CC=C1